2-azabicyclo[2.2.2]octane-4-carboxylic acid methyl ester hydrochloride Cl.COC(=O)C12CNC(CC1)CC2